CC1=C(C(=O)C2=C(C=C(C=C2O1)O[C@H]3C(C([C@@H](C(O3)CO)O)O)O)O)C4=CC=C(C=C4)O methylgenistein